Methyl (S)-(azetidin-2-ylmethyl)(1-(4-fluoro-3-(trifluoromethyl)phenyl)-cyclopropyl)carbamate N1[C@@H](CC1)CN(C(OC)=O)C1(CC1)C1=CC(=C(C=C1)F)C(F)(F)F